The molecule is a 1,3-oxazole compound having a beta-styryl substituent at the 2-position, an ethoxymethylene group at the 4-position, and an oxo group at the 5-position. It is a member of 1,3-oxazoles and a gamma-lactone. CCO/C=C/1\\C(=O)OC(=N1)/C=C/C2=CC=CC=C2